2-(2,6-dioxopiperidin-3-yl)-4-(((R)-1-(3-methoxyphenyl)ethyl)amino)isoindoline-1,3-dione O=C1NC(CCC1N1C(C2=CC=CC(=C2C1=O)N[C@H](C)C1=CC(=CC=C1)OC)=O)=O